N1=CC=C(C=C1)C=1C=C(C=C2CCCNC12)C(CCCC)=O 1-[8-(4-pyridyl)-1,2,3,4-tetrahydroquinolin-6-yl]pentan-1-one